N-(4-(7-cyclobutoxy-1,3,4,5-tetrahydro-2H-benzo[c]azepine-2-yl)-2,6-dimethylphenyl)-3,3-Dimethylbutanamide C1(CCC1)OC1=CC2=C(CN(CCC2)C2=CC(=C(C(=C2)C)NC(CC(C)(C)C)=O)C)C=C1